4-[2-(4-pyridinyl)-5-[3-(4-pyridinyl)pyrazol-1-yl]pyrazolo[1,5-a]pyrimidin-7-yl]morpholine N1=CC=C(C=C1)C1=NN2C(N=C(C=C2N2CCOCC2)N2N=C(C=C2)C2=CC=NC=C2)=C1